2-[(2Z)-2-(aminomethyl)-3-fluoroprop-2-en-1-yl]-4-(5-[6-(trifluoromethyl)pyridin-3-yl]thiophen-2-ylmethyl)-2,4-dihydro-3H-1,2,4-triazol-3-one hydrochloride Cl.NC/C(/CN1N=CN(C1=O)CC=1SC(=CC1)C=1C=NC(=CC1)C(F)(F)F)=C/F